1-dimethylaminopropylpyrrolidin CN(C(CC)N1CCCC1)C